ClC1=C(C=CC=C1)N(C(CN(CC=1NC(C2=C(N1)C=C(S2)C)=O)CC)=O)C N-(2-chlorophenyl)-2-(ethyl((6-methyl-4-oxo-3,4-dihydrothieno[3,2-d]pyrimidin-2-yl)methyl)amino)-N-methylacetamide